(E)-2-[m-(5-chloro-2-pyridyloxy)benzoylamino]-5,5-dimethyl-3-hexenoic acid ClC=1C=CC(=NC1)OC=1C=C(C(=O)NC(C(=O)O)\C=C\C(C)(C)C)C=CC1